C(=C)OCCCCC1OC1 2-(4-(vinyloxy)butyl)oxirane